N-(2-(4-(dimethylamino)piperidine-1-yl)-5-((6-((R)-3-(3-fluorophenyl)isoxazolidine-2-yl)pyrimidine-4-yl)amino)-4-methoxyphenyl)acrylamide CN(C1CCN(CC1)C1=C(C=C(C(=C1)OC)NC1=NC=NC(=C1)N1OCC[C@@H]1C1=CC(=CC=C1)F)NC(C=C)=O)C